FC(C1=CC=C(C=C1)[C@H]1CC2(CN(C2)C(=O)C2CC3(C2)NC(OC3)=O)CC1)(F)F (2s,4s)-2-((R)-6-(4-(trifluoromethyl)phenyl)-2-azaspiro[3.4]octane-2-carbonyl)-7-oxa-5-azaspiro[3.4]octan-6-one